4-(2',3',4',5'-tetrahydro-[1,1'-biphenyl]-4-yl)-1H-indazole-3-carboxamide C1(=CC=C(C=C1)C1=C2C(=NNC2=CC=C1)C(=O)N)C=1CCCCC1